rac-benzyl {[(2S,3R,4R)-2,3-dimethyl-3,4-dihydro-2H-pyrano[3,2-b]pyridin-4-yl]methyl}carbamate C[C@H]1[C@@H]([C@@H](C2=NC=CC=C2O1)CNC(OCC1=CC=CC=C1)=O)C |r|